C(#N)N1C[C@@](CCC1)(F)C=1N=C2N(C=CC(=C2)C2=CC(=NC=C2)C#N)C1 (R)-4-(2-(1-cyano-3-fluoropiperidin-3-yl)imidazo[1,2-a]pyridin-7-yl)picolinenitrile